ClC1=CC(=C(C=C1)/C=C/C(=O)N[C@H](C(=O)NC(C(C(=O)N)=NO)C[C@H]1C(NCC1)=O)CC1CC1)F 3-((S)-2-((E)-3-(4-Chloro-2-fluorophenyl)acrylamido)-3-cyclopropylpropanamido)-2-(hydroxyimino)-4-((S)-2-oxopyrrolidin-3-yl)butanamid